OC[C@H](C1=CC=CC=C1)NC1=CC(=NC=C1C1=NC(=NO1)C1=CC=NC=C1)NC1=CC=C2C(=N1)CNC2=O (S)-2-((4-((2-hydroxy-1-phenylethyl)amino)-5-(3-(pyridin-4-yl)-1,2,4-oxadiazol-5-yl)pyridin-2-yl)amino)-6,7-dihydro-5H-pyrrolo[3,4-b]pyridin-5-one